5-Methyl-isoxazole-4-carboxylic acid (4-methoxy-7-morpholin-4-yl-thiazolo[4,5-c]pyridin-2-yl)-amide COC1=NC=C(C2=C1N=C(S2)NC(=O)C=2C=NOC2C)N2CCOCC2